N-[5-[(5-chloropyridin-2-yl)methoxy]-1,3,4-thiadiazol-2-yl]-5-(2-methoxyphenyl)-1H-pyrrolo[3,2-b]pyridine-6-carboxamide ClC=1C=CC(=NC1)COC1=NN=C(S1)NC(=O)C=1C=C2C(=NC1C1=C(C=CC=C1)OC)C=CN2